4-[(2,9-dimethyl-8-oxo-6-thia-2,9,12,14-tetrazatricyclo[8.4.0.03,7]tetradeca-1(14),3(7),4,10,12-pentaen-13-yl)amino]benzenesulfonamide CN1C2=NC(=NC=C2N(C(C=2SC=CC12)=O)C)NC1=CC=C(C=C1)S(=O)(=O)N